C(=O)(O)C1=CC=C(C=C1)N(C1=CC=C(C=C1)C(=O)O)C1=CC=C(C=C1)C(=O)O tri(4-carboxyphenyl)amine